platinum bisacetoacetate C(CC(=O)C)(=O)[O-].C(CC(=O)C)(=O)[O-].[Pt+2]